C1(CC1)[C@H]([C@@H](C(=O)O)C)C1=CC=C2CC[C@H](N(C2=C1)C)C1=CC=C(C=C1)C1=C(C=CC(=C1)OC)F |o1:15| (2S,3R)-3-cyclopropyl-3-((S or R)-2-(2'-fluoro-5'-methoxy-[1,1'-biphenyl]-4-yl)-1-methyl-1,2,3,4-tetrahydroquinolin-7-yl)-2-methylpropanoic acid